N(=[N+]=[N-])C[C@H]1OC2=C(OC1)C=C(C=C2[C@@H](C)N[S@](=O)C(C)(C)C)F (R)-N-((1R)-1-((3R)-3-(azidomethyl)-7-fluoro-2,3-dihydrobenzo[b][1,4]dioxin-5-yl)ethyl)-2-methylpropane-2-sulfinamide